C(C)(=O)SCC1(CN(CCC1)C(=O)OCC1=CC=CC=C1)C#N benzyl 3-(acetylsulfanylmethyl)-3-cyano-piperidine-1-carboxylate